(4R)-4-phenyl-1,3-oxazolidin-2-one C1(=CC=CC=C1)[C@H]1NC(OC1)=O